FC(C=1C=NC(=NC1)N1CCNC(CC1)=O)(F)F 1-[5-(trifluoromethyl)pyrimidin-2-yl]-1,4-diazepan-5-one